5-methoxy-3-(2-methylprop-1-en-1-yl)pyrazine-2-carboxylic acid COC=1N=C(C(=NC1)C(=O)O)C=C(C)C